CC1(CCOCC1)C(C)=O 1-(4-methyltetrahydro-2H-pyran-4-yl)-ethanone